O[C@@H]([C@@H](CC1=CC=CC=C1)NC(C(C(=O)OC)(C)C)=O)C(NCC1=NC=CC=C1)=O methyl 3-(((2R,3S)-3-hydroxy-4-oxo-1-phenyl-4-((pyridin-2-ylmethyl)amino)butan-2-yl)amino)-2,2-dimethyl-3-oxopropionate